4-hydroxy-2,6,8-trimethylnonane OC(CC(C)C)CC(CC(C)C)C